C(C)(C)(C)OC(NC1=NC=C(C=C1)C(C)(C)C#N)=O.ClC1=CC=C(C=N1)C(C#N)(C)C 2-(6-chloro-3-pyridyl)-2-methyl-propanenitrile tert-butyl-N-[5-(1-cyano-1-methyl-ethyl)-2-pyridyl]carbamate